2-(hydroxymethyl)-4-isopropyl-2-(methoxymethyl)-quinuclidin-3-one OCC1(N2CCC(C1=O)(CC2)C(C)C)COC